N,N-dimethylphenylammonium tetraphenylborate C1(=CC=CC=C1)[B-](C1=CC=CC=C1)(C1=CC=CC=C1)C1=CC=CC=C1.C[NH+](C)C1=CC=CC=C1